3-epoxycyclopentylphenyl-2,3-epoxypropyl ether C12(C(CCC1)O2)C=2C=C(C=CC2)C2C(COCC1C(O1)C1=CC(=CC=C1)C13C(CCC1)O3)O2